(2S)-2-(4-chlorophenyl)-1-(4-((5R,7R)-7-hydroxy-5-methyl-6,7-dihydro-5H-cyclopenta[d]pyrimidin-4-yl)piperazin-1-yl)-2-((8S)-2-oxo-7-azaspiro[4.4]non-8-yl)ethan-1-one ClC1=CC=C(C=C1)[C@H](C(=O)N1CCN(CC1)C=1C2=C(N=CN1)[C@@H](C[C@H]2C)O)[C@H]2NCC1(CCC(C1)=O)C2